C(#N)C(C1=CC(=CC=C1)OC1=CC=CC=C1)OC([C@@H](C(C)C)NC1=C(C=C(C=C1)C(F)(F)F)Cl)=O (2R)-2-[2-chloro-4-(trifluoromethyl)anilino]-3-methylbutanoic acid [cyano-(3-phenoxyphenyl) methyl] ester